7-methoxy-1-methyl-N-(3-(methylsulfonyl)phenyl)-2-(2,2,2-trifluoro-1-hydroxy-1-phenylethyl)-1H-benzo[d]imidazole-6-carboxamide COC1=C(C=CC2=C1N(C(=N2)C(C(F)(F)F)(C2=CC=CC=C2)O)C)C(=O)NC2=CC(=CC=C2)S(=O)(=O)C